N(=[N+]=[N-])CC1=NN2C(=NC=3C=CC=CC3C2=C1)C 2-(azidomethyl)-5-methylpyrazolo[1,5-c]quinazoline